C(NC1COC2=C1C=CC(=C2)C(F)(F)F)([2H])([2H])[2H] N-(methyl-d3)-6-(trifluoromethyl)-2,3-dihydrobenzofuran-3-amine